2-(2-hydroxy-4-trifluoromethylphenyl)-1,7-dimethyl-8-((1-methylpiperidin-3-yl)amino)-1,7-dihydro-6H-purin-6-one OC1=C(C=CC(=C1)C(F)(F)F)C=1N(C(C=2N(C(=NC2N1)NC1CN(CCC1)C)C)=O)C